C(=O)(O)C1=CC=C(C2=CC=CC=C12)C1=C2C=CC=CC2=C(C2=CC=CC=C12)C1=CC=C(C2=CC=CC=C12)C(=O)O 4-[10-(4-carboxyl-naphthalene-1-yl)anthracene-9-yl]naphthalene-1-carboxylic acid